5-bromo-1,2,3-tri(dodecyloxy)benzene BrC=1C=C(C(=C(C1)OCCCCCCCCCCCC)OCCCCCCCCCCCC)OCCCCCCCCCCCC